FC=1C=C(C(=NC1)OC)[C@@H](CC=C)N[S@@](=O)C(C)(C)C (S)-N-((R)-1-(5-Fluoro-2-methoxypyridin-3-yl)butan-3-en-1-yl)-2-methylpropan-2-sulfinamide